NC[C@@H](O)C=1C=NN(C1)C1=C(C=C(C#N)C=C1)OC1=NC(=NC(=C1)C1=C(C=CC=C1)C)C 4-[4-[(1S)-2-amino-1-hydroxyethyl]pyrazol-1-yl]-3-[2-methyl-6-(2-methylphenyl)pyrimidin-4-yl]oxybenzonitrile